N1(CCCCCC1)C=1N=C(C2=C(C=NNC2=O)N1)NC1=CC=C(C=C1)OCCO 2-(azepan-1-yl)-4-((4-(2-hydroxyethoxy)phenyl)amino)pyrimido[4,5-d]pyridazin-5(6H)-one